beta-amino-N-butyric acid NC(CC(=O)O)C